2-(4-chloro-3-(4-ethoxybenzyl)phenyl)tetrahydro-2H-pyran-2-ol ClC1=C(C=C(C=C1)C1(OCCCC1)O)CC1=CC=C(C=C1)OCC